FC(C1=NC(=NO1)C1=CC=C(C=C1)CC1(CC1)C(=O)N)(F)F [4-[5-(trifluoromethyl)-1,2,4-Oxadiazol-3-yl]phenyl]methyl-cyclopropanecarboxamide